5-(7-(4-((3,3-difluoroazetidin-1-yl)methyl)phenyl)-6-methylimidazo[1,2-b]pyridazin-3-yl)-2-(1-ethyl-1H-imidazol-4-yl)-1,8-naphthyridine FC1(CN(C1)CC1=CC=C(C=C1)C1=CC=2N(N=C1C)C(=CN2)C2=C1C=CC(=NC1=NC=C2)C=2N=CN(C2)CC)F